CCOC(=O)C1=C(NC(=S)NC1C2=CC(=CC=C2)O)C The molecule is a racemate comprising equimolar amounts of R- and S-monastrol. It has a role as an antineoplastic agent, an EC 3.5.1.5 (urease) inhibitor, an antileishmanial agent and an antimitotic. It contains a (R)-monastrol and a (S)-monastrol.